3-chloro-9-phenylphenanthro[2,3-d]oxazole ClC1=CC=C2C3=CC4=C(N=C(O4)C4=CC=CC=C4)C=C3C=CC2=C1